CC=1C=C(C=CC1CC1=CC2=C(N(C=N2)C)C=C1)NC=1C2=C(N=CN1)C=NC(=C2)N2[C@H](CNCC2)C N-{3-methyl-4-[(1-methyl-1,3-benzodiazol-5-yl)methyl]phenyl}-6-[(2S)-2-methylpiperazin-1-yl]pyrido[3,4-d]pyrimidin-4-amine